(2R)-1-((1-(4-((1R,2S)-6-hydroxy-2-phenyl-1,2,3,4-tetrahydronaphthalen-1-yl)phenyl)piperidin-4-yl)methyl)piperidine-2-carboxylic acid OC=1C=C2CC[C@@H]([C@@H](C2=CC1)C1=CC=C(C=C1)N1CCC(CC1)CN1[C@H](CCCC1)C(=O)O)C1=CC=CC=C1